benzyl (2S,5R)-5-((5-cyclopropyl-2-((1-methyl-1H-pyrazol-4-yl) amino)-7-((2-(trimethylsilyl) ethoxy) methyl)-7H-pyrrolo[2,3-d]pyrimidin-4-yl) amino)-2-methylpiperidine-1-carboxylate C1(CC1)C1=CN(C=2N=C(N=C(C21)N[C@@H]2CC[C@@H](N(C2)C(=O)OCC2=CC=CC=C2)C)NC=2C=NN(C2)C)COCC[Si](C)(C)C